methoxyamine HCl salt Cl.CON